((1-(benzofuran-6-yl)azetidin-3-yl)methyl)-N-(1H-indol-3-yl)-3,3-dimethyl-2-oxoindoline-6-carboxamide O1C=CC2=C1C=C(C=C2)N2CC(C2)CN2C(C(C1=CC=C(C=C21)C(=O)NC2=CNC1=CC=CC=C21)(C)C)=O